N-[2-(dimethylamino)ethyl]-4-acridineformamide CN(CCNC(=O)C1=CC=CC2=CC3=CC=CC=C3N=C12)C